N[C@H]1CCC2=CC(=CC=C12)N1C(=NC=2C1=NC(=CC2)N2N=CC=C2)C2=C(C#N)C=CC=C2 2-{3-[(1S)-1-amino-2,3-dihydro-1H-inden-5-yl]-5-(pyrazol-1-yl)imidazo[4,5-b]pyridin-2-yl}benzonitrile